[Si](C)(C)(C(C)(C)C)OC1CC(CCC1)NNC(=O)OC(C)(C)C Tert-butyl 2-(3-((tert-butyldimethylsilyl)oxy)cyclohexyl)hydrazine-1-carboxylate